C(CCCCCCCCC\C=C\CCCCCC)(=O)O (11E)-octadeca-11-enoic acid